C(C)(=O)O[C@@H]1[C@@H]([C@H]2N=C(O[C@H]2O[C@@H]1CN=[N+]=[N-])C)OC(C)=O (3aR,5R,6S,7R,7aR)-5-(azidomethyl)-2-methyl-3a,6,7,7a-tetrahydro-5H-pyrano[3,2-d]oxazole-6,7-diyl diacetate